BrC1=C2CC[C@H](C2=CC(=C1)F)O |r| Racemic-4-bromo-6-fluoro-2,3-dihydro-1H-inden-1-ol